acryloxypropyl-tris(trimethylsiloxy)silane C(C=C)(=O)OCCC[Si](O[Si](C)(C)C)(O[Si](C)(C)C)O[Si](C)(C)C